methyl 2-((difluoromethyl-d) thio)-6-methyl-1-oxo-2,3-dihydro-1H-indene-2-carboxylate FC(SC1(C(C2=CC(=CC=C2C1)C)=O)C(=O)OC)([2H])F